C(C)(=O)N1CCN(CC1)C=1C=C2C(=CC1)C(N(CC21CC1)C[C@@H](CN1CC2=CC=CC=C2CC1)O)=O 6-(4-acetylpiperazin-1-yl)-2-[(2R)-3-(3,4-dihydro-1H-isoquinolin-2-yl)-2-hydroxy-propyl]spiro[3H-isoquinoline-4,1'-cyclopropane]-1-one